CN(CCCNC(=O)NC=1SC=C(N1)C(C)(C)C1=CC=C(C=C1)OC)C 1-(3-(dimethylamino)propyl)-3-(4-(2-(4-methoxyphenyl)propan-2-yl)thiazol-2-yl)urea